N-(5-cyclopropyl-1H-pyrazol-3-yl)-2-[rac-(3R)-3-[(dimethylamino)methyl]pyrrolidin-1-yl]pyrimidin-4-amine C1(CC1)C1=CC(=NN1)NC1=NC(=NC=C1)N1C[C@H](CC1)CN(C)C |r|